NC1=NC=NN2C1=C(C=C2C=2C=C(C(=NC2)OC)C(=O)N[C@@H]2CN(C[C@@H]2F)S(=O)(=O)CC2=C(C=CC=C2)Cl)C(F)(F)F 5-[4-amino-5-(trifluoromethyl)pyrrolo[2,1-f][1,2,4]triazin-7-yl]-N-[(3R,4S)-1-[(2-chlorophenyl)methanesulfonyl]-4-fluoropyrrolidin-3-yl]-2-methoxypyridine-3-carboxamide